[Cl-].C(CCCCC)N1CC=CC=C1 N-hexyl-pyridine chloride salt